C1(=CC=CC=C1)C(=C)CC(CC(C)(C)C1=CC=CC=C1)(C)C1=CC=CC=C1 2,4,6-triphenyl-4,6-dimethyl-1-heptene